1-(2-(5-bromothien-3-yl)ethyl)pyrimidine-2,4,6(1H,3H,5H)-trione BrC1=CC(=CS1)CCN1C(NC(CC1=O)=O)=O